3-methoxy-5-(5-(4-(phenylsulfonyl)piperazin-1-yl)-1H-benzo[d]imidazol-2-yl)benzene-1,2-diol COC1=C(C(=CC(=C1)C1=NC2=C(N1)C=CC(=C2)N2CCN(CC2)S(=O)(=O)C2=CC=CC=C2)O)O